1-(4-chlorobenzyl)imidazolin-2-imine Hydrobromide Br.ClC1=CC=C(CN2C(NCC2)=N)C=C1